3-Formyl-3-methylpiperidine-1-carboxylic acid tert-butyl ester C(C)(C)(C)OC(=O)N1CC(CCC1)(C)C=O